C=CCOP(=O)(O)OP(=O)(O)OP(=O)(O)OC[C@@H]1[C@H]([C@H]([C@@H](O1)N2C=CC(=O)NC2=O)O)O The molecule is an organic triphosphate formed by condensation between the gamma-phospho group of uridine 5'-triphosphate and allyl alcohol. It derives from an allyl alcohol and an UTP.